manganous hydroxide [OH-].[Mn+2].[OH-]